C(C)(C)(C)OC(=O)NC1=C(C(=NC=C1)Cl)S(=O)(=O)NCC(=O)OC methyl 2-{4-[(tert-butoxycarbonyl)amino]-2-chloropyridine-3-sulfonamido}acetate